ClC=1C(=C(C=CC1)NC1=C2C(=NC(=C1)NC1=NC=C(C#N)C=C1)NN(C2=O)C)OC 6-((4-((3-chloro-2-methoxyphenyl)amino)-2-methyl-3-oxo-2,3-dihydro-1H-pyrazolo[3,4-b]pyridin-6-yl)amino)nicotinonitrile